3-(4-bromo-1H-pyrazol-1-yl)-1-methylpyrrolidin-2-one BrC=1C=NN(C1)C1C(N(CC1)C)=O